N-(3,4-dihydroxy-9,10-dioxo-9,10-dihydroanthracen-2-yl)-2,3,4,5,6-pentafluorobenzenesulfonamide OC=1C(=CC=2C(C3=CC=CC=C3C(C2C1O)=O)=O)NS(=O)(=O)C1=C(C(=C(C(=C1F)F)F)F)F